CC1=CC=C2C[C@H]3[C@H](ONOC3)C2=C1 (4ar,9bs)-8-methyl-4,4a,5,9b-tetrahydroindeno[1,2-d][1,3]dioxazine